N-(2-bromo-4,5-difluorobenzyl)-2,2-dimethoxyethan-1-amine BrC1=C(CNCC(OC)OC)C=C(C(=C1)F)F